COC1=NC=C(C(=N1)OC)C1=CC(=C(N=N1)N)[C@@H]1[C@H](C1)C(F)(F)F 6-(2,4-dimethoxypyrimidine-5-yl)-4-((1S,2S)-2-(trifluoromethyl)cyclopropyl)pyridazin-3-amine